S1C=CC=2C1=CN=NC2 thieno[2,3-d]pyridazine